N-(4-(6-(azetidin-1-yl)pyrazolo[1,5-a]pyrazin-4-yl)benzyl)-5-(tert-butyl)-1,2,4-oxadiazole-3-carboxamide N1(CCC1)C=1N=C(C=2N(C1)N=CC2)C2=CC=C(CNC(=O)C1=NOC(=N1)C(C)(C)C)C=C2